(S)- and (R)-N-(amino(2-(2-hydroxypropan-2-yl)thiazol-5-yl)(oxo)-λ6-sulfaneylidene)-2-(2,4,5,6-tetrahydro-1H-cyclobuta[f]inden-3-yl)acetamide N[S@@](=NC(CC1=C2C(=CC=3CCCC13)CC2)=O)(=O)C2=CN=C(S2)C(C)(C)O |r|